COC=1N=C2C(=CC=NC2=CC1OC)OC1=C(C=C(C=C1)NC(=O)C1=C(N=C(N(C1=O)C1=CC=C(C=C1)F)C)C)F N-[4-[(6,7-Dimethoxy-1,5-naphthyridin-4-yl)oxy]-3-fluorophenyl]-1-(4-fluorophenyl)-2,4-dimethyl-6-oxopyrimidine-5-carboxamide